COC1=CC=C(C=C1)C(=O)N1CCN(CC1)C(C=C)=O 1-{4-[(4-methoxyphenyl)carbonyl]piperazinyl}prop-2-en-1-one